N-[5-methyl-pyridazin-3-yl]-1,1-diphenyl-methanimine CC=1C=C(N=NC1)N=C(C1=CC=CC=C1)C1=CC=CC=C1